(S)-N-(4-(4-amino-1-methyl-7-((1-methylpiperidin-4-yl)ethynyl)-1H-pyrazolo[4,3-c]pyridin-3-yl)-2-(1-(4-fluorophenyl)ethoxy)phenyl)-1,1-difluoromethanesulfonamide NC1=NC=C(C2=C1C(=NN2C)C2=CC(=C(C=C2)NS(=O)(=O)C(F)F)O[C@@H](C)C2=CC=C(C=C2)F)C#CC2CCN(CC2)C